C(C)(C)(C)C(N)C(=O)O alpha-tert-butylglycine